FC1=CC=C(C=C1)NC(=O)C1(CC1)C(=O)NC1=CC=C(OC2=CC=NC3=CC(=C(C=C23)C(=O)O)NC)C=C1 4-[4-[[1-[(4-fluorophenyl)carbamoyl]-cyclopropanecarbonyl]amino]-phenoxy]-7-(methylamino)quinoline-6-carboxylic acid